ClC=1C=CC=C2C=CC=C(C12)N1C(=NC2=C(C1=O)N=C(N=C2N2[C@H](CNCC2)C)OC[C@H]2N(CCC2)C)C 3-(8-chloronaphthalen-1-yl)-2-methyl-8-((S)-2-methylpiperazin-1-yl)-6-(((S)-1-methylpyrrolidin-2-yl)methoxy)pyrimido[5,4-d]Pyrimidin-4(3H)-one